N1=CC(=CC=C1)OC(=O)N1CCCC1 pyridin-3-yl-pyrrolidine-1-carboxylate